3-(1-phenylcyclopropyl)acrylonitrile C1(=CC=CC=C1)C1(CC1)C=CC#N